6-isobutyl-4-methylpyridine C(C(C)C)C1=CC(=CC=N1)C